FC1=CC(=C(C=C1F)C1CCN(CC1)[C@@H]1COC2(CN(C2)C=2OC=CN2)C1)OC1COC1 (S)-7-(4-(4,5-difluoro-2-(oxetan-3-yloxy)phenyl)piperidin-1-yl)-2-(oxazol-2-yl)-5-oxa-2-azaspiro[3.4]octane